O(C1=CC=CC=C1)C1=C(C2=CC=CC=C2C=C1)OC(C(=C)C)=O phenoxy-1-methacryloyloxynaphthalene